FC1=C(C(=O)N(C2CCN(CC2)C)C)C=C(C=C1)OC 2-fluoro-5-methoxy-N-methyl-N-(1-methylpiperidin-4-yl)benzamide